C(C1=CC=CC=C1)SC1=CC(=C(C=C1)NC1=NC=CC(=N1)C=1N(C(=NC1)C)C(C)C)C N-(4-Benzylsulfanyl-2-methyl-phenyl)-4-(3-isopropyl-2-methyl-imidazol-4-yl)pyrimidine-amine